[N+](=O)([O-])C1=C(C#N)C=C(C(=C1)O)O 2-Nitro-4,5-dihydroxybenzonitrile